3-(4,6-diphenylpyrimidin-2-yl)-2,4,5,6-tetrakis(5H-pyrido[4,3-b]indol-5-yl)benzonitrile C1(=CC=CC=C1)C1=NC(=NC(=C1)C1=CC=CC=C1)C=1C(=C(C#N)C(=C(C1N1C2=C(C=3C=CC=CC13)C=NC=C2)N2C1=C(C=3C=CC=CC23)C=NC=C1)N1C2=C(C=3C=CC=CC13)C=NC=C2)N2C1=C(C=3C=CC=CC23)C=NC=C1